C(\C=C/C(=O)O)(=O)O.ClC=1C=CC2=C(N(C3=C(CC2)C=CC=C3)CCCCNC/C=C/C(=O)OCC)C1 Ethyl (E)-4-[4-(3-chloro-10,11-dihydro-5H-dibenzo[b,f]azepin-5-yl)butylamino]but-2-enoate maleate